5-chloro-N-(piperidin-4-yl)benzofuran-2-carboxamide ClC=1C=CC2=C(C=C(O2)C(=O)NC2CCNCC2)C1